C(C)C(CN(CC(CCCC)CC)CN1N=NC2=C1C=CC=C2)CCCC 1-[N,N-bis(2-ethylhexyl)aminomethyl]-1H-benzotriazole